C1(CCC1)S(=O)(=O)NC1CC=C(CC1)C1=C2C(=NC(=C1)NC(=O)C1CC1)NC=C2 N-(4-(4-(cyclobutylsulfonylamino)cyclohex-1-en-1-yl)-1H-pyrrolo[2,3-b]pyridin-6-yl)cyclopropylcarboxamide